F[C@H]1CN(CC[C@H]1NC1=C2C=C(N(C2=CC=C1)CC(F)(F)F)C1=NOC(=N1)CNC(=O)C=1N(C=CN1)C(C)C)C N-{[3-(4-{[(3S,4R)-3-fluoro-1-methylpiperidin-4-yl]amino}-1-(2,2,2-trifluoroethyl)-1H-indol-2-yl)-1,2,4-oxadiazol-5-yl]methyl}-1-(propan-2-yl)-1H-imidazole-2-carboxamide